ClC=1C(=NC=CC1C1=C(C(=CC=C1)NC1=NC=CC(=C1F)CNC[C@@H](C)O)C)C1=CC(=C(CNC[C@H]2CCC(N2)=O)C=C1)OC(F)F (R)-5-(((4-(3-chloro-4-(3-((3-fluoro-4-((((R)-2-hydroxypropyl)amino)methyl)pyridin-2-yl)amino)-2-methylphenyl)pyridin-2-yl)-2-(difluoromethoxy)benzyl)amino)methyl)pyrrolidin-2-one